6-chloro-2-methyl-imidazo[1,2-b]pyridazine-8-carbonitrile ClC=1C=C(C=2N(N1)C=C(N2)C)C#N